2,6-Dichloro-9-(2-C-methyl-2,3,5-tri-O-benzoyl-β-D-ribofuranosyl)purine C[C@]1([C@@H]([C@H](O[C@H]1N2C=NC3=C2N=C(N=C3Cl)Cl)COC(=O)C4=CC=CC=C4)OC(=O)C5=CC=CC=C5)OC(=O)C6=CC=CC=C6